(1s,2s)-4-methylsulfonyl-benzene CS(=O)(=O)C1=CC=CC=C1